magnesium 6-methyl-5,8-dioxo-2,3,5,6,7,8-hexahydrobenzo[b][1,4]dioxin-6-sulfonate CC1(C(C2=C(OCCO2)C(C1)=O)=O)S(=O)(=O)[O-].[Mg+2].CC1(C(C2=C(OCCO2)C(C1)=O)=O)S(=O)(=O)[O-]